BrC1=C(C=CC(=C1)OC1(CC1)C)[N+](=O)[O-] 2-bromo-4-(1-methyl-cyclopropoxy)-1-nitro-benzene